CC=1C(=NC=CC1C(=O)O)C1=NC=CC=C1 methyl-[2,2'-bipyridine]-4-carboxylic acid